3β-{[dimethyl(2-methylprop-2-yl)silyl]oxy}-25-hydroxycholest-6(5)-ene-4-carbaldehyde C[Si](O[C@@H]1C(C2=CC[C@H]3[C@@H]4CC[C@H]([C@@H](CCCC(C)(C)O)C)[C@]4(CC[C@@H]3[C@]2(CC1)C)C)C=O)(C(C)(C)C)C